C1(CCC1)N1CCN(CC1)C=1C(=CC2=C(C(C=3NC4=CC(=CC=C4C3C2=O)C#N)(C)C)C1)OC1COCC1 8-(4-Cyclobutyl-piperazin-1-yl)-6,6-dimethyl-11-oxo-9-(tetrahydro-furan-3-yloxy)-6,11-dihydro-5H-benzo[b]carbazole-3-carbonitrile